S(=O)(=O)(O)O.CN(C1C(N(C(C1)=O)[C@@H](C(=O)NCC1=C(C=CC=C1)F)C)=O)C (2R)-2-(3-(dimethylamino)-2,5-dioxopyrrolidin-1-yl)-N-(2-fluorobenzyl)propanamide sulfate